4-bromo-6-chloro-3-(4-chloro-1-piperidyl)quinoline BrC1=C(C=NC2=CC=C(C=C12)Cl)N1CCC(CC1)Cl